C(C)(C)(C)OC(=O)N1CCC2(CC(C2)C=2N=C3N(C=CC(=C3)C3=C(C(=CC=C3OC)Cl)Cl)C2)CC1 2-(7-(2,3-Dichloro-6-methoxyphenyl)imidazo[1,2-a]pyridin-2-yl)-7-azaspiro[3.5]nonane-7-carboxylic acid tert-butyl ester